OCC(C)(C)NC1=NC(=C(C(=O)NC2=CC(=C(C=C2)C)N2CCOCC2)C=C1)N1CCC2(CC2)CC1 6-((1-hydroxy-2-methylpropan-2-yl)amino)-N-(4-methyl-3-morpholinophenyl)-2-(6-azaspiro[2.5]octan-6-yl)nicotinamide